N-(6-((1H-pyrazol-1-yl)methyl)-4-methoxybenzo[d]isoxazol-3-yl)-2,6-dimethoxybenzenesulfonamide N1(N=CC=C1)CC1=CC2=C(C(=NO2)NS(=O)(=O)C2=C(C=CC=C2OC)OC)C(=C1)OC